4-chloro-3-methyl-N-(prop-2-yn-1-yl)aniline Ethyl-[4-(5-formylpyrazin-2-yl)-1,4-diazepan-1-yl]acetate C(C)OC(CN1CCN(CCC1)C1=NC=C(N=C1)C=O)=O.ClC1=C(C=C(NCC#C)C=C1)C